FC1=C(C(=CC=2CCC(CC12)NCC1=NC=CC=C1)O)N1CC(NS1(=O)=O)=O 5-(1-fluoro-3-hydroxy-7-{[(pyridin-2-yl)methyl]amino}-5,6,7,8-tetrahydronaphthalen-2-yl)-1λ6,2,5-thiadiazolidine-1,1,3-trione